(1-(5-Chloro-3-cyano-6-((3-(3-hydroxy-3-methylbutyl)-1-methyl-2-oxo-2,3-dihydro-1H-benzo[d]imidazol-5-yl)amino)pyridin-2-yl)-5-methylpiperidin-3-yl)carbamic acid tert-butyl ester C(C)(C)(C)OC(NC1CN(CC(C1)C)C1=NC(=C(C=C1C#N)Cl)NC1=CC2=C(N(C(N2CCC(C)(C)O)=O)C)C=C1)=O